COC1=C(C=C(C=C1)O)C(C)(C)C 4-methoxy-3-tert-butylphenol